C(C)C=1N(C=2N(C(C1N1CCN(CC1)C(=O)C1=NC=NC(=C1O)C)=O)N=C(N2)C2=CCOCCC2)CC(=O)N 2-(5-ethyl-6-(4-(5-hydroxy-6-methylpyrimidine-4-carbonyl)piperazin-1-yl)-7-oxo-2-(2,5,6,7-tetrahydrooxepin-4-yl)-[1,2,4]triazolo[1,5-a]pyrimidin-4(7H)-yl)acetamide